BrC=1C=CC2=C(CCCN(C2=O)C[C@@H](CN2CC3=CC=CC=C3CC2)O)C1 7-bromo-2-[(2R)-3-(3,4-dihydro-1H-isoquinolin-2-yl)-2-hydroxy-propyl]-4,5-dihydro-3H-2-benzazepin-1-one